CN(CCC=1SC2=C(N1)C=C(C=C2)C2N(CC(CC2)C)C(C(=O)NC=2C1=C(C=NC2)C=NN1)=O)C 2-(2-(2-(2-(dimethylamino)ethyl)benzo[d]thiazol-5-yl)-5-methylpiperidin-1-yl)-2-oxo-N-(1H-pyrazolo[4,3-c]pyridin-7-yl)acetamide